6-bromo-3-[(3E)-1,3-dihydro-3-(hydroxyimino)-2H-indol-2-ylidene]-1,3-dihydro-(3Z)-2H-indol-2-one BrC1=CC=C2/C(/C(NC2=C1)=O)=C\1/NC2=CC=CC=C2/C1=N\O